norbornanediethanol C12(C(CC(CC1)C2)CCO)CCO